C(C1=CC=CC=C1)(=O)OC[C@H]1O[C@H]([C@@H]([C@H]1CO)OC(C)=O)N1N=CC=2C1=NC(=NC2N2C[C@@H]1[C@H](C2)CCC1)Cl ((2S,3S,4R,5R)-4-acetoxy-5-(6-chloro-4-((3aR,6aS)-hexahydrocyclopenta[c]pyrrol-2(1H)-yl)-1H-pyrazolo[3,4-d]pyrimidin-1-yl)-3-(hydroxymethyl)tetrahydrofuran-2-yl)methyl benzoate